C(C1=CC=CC=C1)OC(NC1=NC=CC=C1C=O)=O (3-FORMYL-PYRIDIN-2-YL)-CARBAMIC ACID BENZYL ESTER